1,3-dimethyl-2-phenylimidazole CN1C(N(C=C1)C)C1=CC=CC=C1